FC=1C=2N(C=C(C1)C1=CC=3N=CN(C(C3C=N1)=O)C1CCNCC1)C=C(N2)C 7-(8-fluoro-2-methylimidazo[1,2-a]pyridin-6-yl)-3-(piperidin-4-yl)pyrido[4,3-d]pyrimidin-4(3H)-one